C(CC1=C(C(=C(C(=O)O)C(=C1)Cl)OC)Cl)C1=C(C(=C(C(=O)O)C(=C1)Cl)OC)Cl.C(#N)CC(C(=O)N[C@@H](CCOC1CC(C1)CCC1=NC=2NCCCC2C=C1)C(=O)O)(C)C N-(3-cyano-2,2-dimethylpropionyl)-O-(3-(2-(5,6,7,8-tetrahydro-1,8-naphthyridin-2-yl)ethyl)cyclobutyl)homoserine ethane-1,2-diyl-bis(3,6-dichloro-2-methoxybenzoate)